[5-[[1-[2-(aminomethyl)-3,3-difluoro-allyl]-5-oxo-1,2,4-triazol-4-yl]methyl]-2-thienyl]-8-fluoro-3,4-dihydro-1H-quinolin-2-one trifluoroacetate FC(C(=O)O)(F)F.NCC(CN1N=CN(C1=O)CC1=CC=C(S1)N1C(CCC2=CC=CC(=C12)F)=O)=C(F)F